arsenic-gallium [Ga].[As]